C1(CC1)C(C#N)Br 1-cyclopropyl-bromomethanecarbonitrile